(2S)-2-(tert-butoxycarbonylamino)-4-[2-methoxyethyl-[1-methyl-4-(5,6,7,8-tetrahydro-1,8-naphthyridin-2-yl)butyl]amino]butanoic acid C(C)(C)(C)OC(=O)N[C@H](C(=O)O)CCN(C(CCCC1=NC=2NCCCC2C=C1)C)CCOC